(2-((9,9-dimethyl-9H-fluoren-3-yl)(9,9-dimethyl-9H-fluoren-4-yl)amino)phenyl)boronic acid CC1(C2=CC=CC=C2C=2C=C(C=CC12)N(C1=C(C=CC=C1)B(O)O)C1=CC=CC=2C(C3=CC=CC=C3C12)(C)C)C